3-acetyl-7-((4-(1-isopropyl-1H-indol-3-yl)pyrimidin-2-yl)amino)-4-morpholino-2H-benzopyran-2-one C(C)(=O)C=1C(OC2=C(C1N1CCOCC1)C=CC(=C2)NC2=NC=CC(=N2)C2=CN(C1=CC=CC=C21)C(C)C)=O